BrC1=C(CNCC(OC)OC)C=CC(=C1)C N-(2-bromo-4-methylbenzyl)-2,2-dimethoxyethane-1-amine